2-(2,4-diisopropyl-7-oxothieno[2,3-d]pyridazin-6(7H)-yl)-N-(pyrimidin-4-yl)acetamide C(C)(C)C1=CC2=C(C(N(N=C2C(C)C)CC(=O)NC2=NC=NC=C2)=O)S1